C(CC)(=O)OC1=C(C(=O)O)C=CC(=N1)C(F)(F)F 2-propionyloxy-6-trifluoromethyl-nicotinic acid